C(#N)C=1C=CC(=C2C=CC=NC12)N1C[C@@]2(C[C@@]2(C1)C(F)(F)F)C(=O)NC1CCN(CC1)CCF (1S,5R)-3-(8-cyanoquinolin-5-yl)-N-(1-(2-fluoroethyl)piperidin-4-yl)-5-(trifluoromethyl)-3-azabicyclo[3.1.0]hexane-1-carboxamide